(R)-N-(5-(4-(5-chloro-4-fluoro-2-(2-hydroxypropan-2-yl)phenylamino)pyrimidin-2-ylamino)-2-(2-((dimethylamino)methyl)-4,4-difluoropyrrolidin-1-yl)-4-methoxyphenyl)acrylamide ClC=1C(=CC(=C(C1)NC1=NC(=NC=C1)NC=1C(=CC(=C(C1)NC(C=C)=O)N1[C@H](CC(C1)(F)F)CN(C)C)OC)C(C)(C)O)F